C([C@@H](O)C)=O {S}-Lactaldehyde